5,5'-(10-(2-morpholinoethyl)-10H-phenoxazine-2,8-diyl)-bis-(2-(trifluoromethyl)phenol) O1CCN(CC1)CCN1C2=CC(=CC=C2OC=2C=CC(=CC12)C=1C=CC(=C(C1)O)C(F)(F)F)C=1C=CC(=C(C1)O)C(F)(F)F